C(C)(C)(C)C=1OC(OC1C(C)(C)C)=O 4,5-di(tert-butyl)-1,3-dioxol-2-one